ClC1=CNC2=NC=CC=C21 3-chloro-1H-pyrrolo[2,3-b]pyridin